Tert-butyl N-[[(2S)-4-[2-[benzyloxycarbonyl-[[1-(2,6-dioxo-3-piperidyl)-3-methyl-2-oxo-benzimidazol-5-yl]methyl]amino]ethyl]morpholin-2-yl]methyl]-N-methyl-carbamate C(C1=CC=CC=C1)OC(=O)N(CCN1C[C@H](OCC1)CN(C(OC(C)(C)C)=O)C)CC1=CC2=C(N(C(N2C)=O)C2C(NC(CC2)=O)=O)C=C1